ClC=1C=C(C=CC1F)NC1=NC=NC2=CC(=C(C=C12)NCC=1C=C2CN(C(C2=C(C1)F)=O)C1C(NC(CC1)=O)=O)OC 3-(5-(((4-((3-chloro-4-fluorophenyl)amino)-7-methoxyquinazolin-6-yl)amino)methyl)-7-fluoro-1-Oxoisoindolin-2-yl)piperidine-2,6-dione